bis(2-hydroxy-1-naphtholate) borate B([O-])([O-])[O-].OC1=C(C2=CC=CC=C2C=C1)[O-].OC1=C(C2=CC=CC=C2C=C1)[O-]